C1(CC1)C1=CC=C(CNC(=O)C=2SC(=CC2)S(=O)(=O)C)C=C1 N-(4-cyclopropylbenzyl)-5-(methylsulfonyl)thiophene-2-carboxamide